ClC=1C=C2C(=CC(=NC2=CC1)C(F)(F)F)NC1CCC(CC1)NC(=O)C1CCNCC1 N-[(1s,4s)-4-{[6-chloro-2-(trifluoromethyl)quinolin-4-yl]amino}cyclohexyl]piperidine-4-carboxamide